[1-(1-methylcyclopropyl)-1H-imidazol-4-yl][(1R,5S,6r)-6-methyl-6-(4-oxa-5-azaspiro[2.4]hept-5-en-6-yl)-3-azabicyclo[3.1.0]hex-3-yl]methanone CC1(CC1)N1C=NC(=C1)C(=O)N1C[C@H]2C([C@H]2C1)(C1=NOC2(CC2)C1)C